N-(4-(1-(1-acetamidocyclopentane-1-carbonyl)-1,2,3,6-tetrahydropyridin-4-yl)phenyl)-3-fluoro-5,7-dihydro-6H-pyrrolo[3,4-b]pyridine-6-carboxamide C(C)(=O)NC1(CCCC1)C(=O)N1CCC(=CC1)C1=CC=C(C=C1)NC(=O)N1CC2=NC=C(C=C2C1)F